FC1=CC=C(C=C1)C1=C(N(C2=CC=CC=C12)C(C)C)C(=O)C=C (3-(4-fluorophenyl)-1-isopropyl-1H-indol-2-yl)acrolein